COC(C1=CC=C2C3(CC(NC2=N1)C3)NC(CN3CCCC3)=O)OC N-(7-(dimethoxymethyl)-1,2,3,4-tetrahydro-2,4-methylene-1,8-naphthyridin-4-yl)-2-(pyrrolidine-1-yl)acetamide